3-amino-4-(4,5-diamino-1,2,4-triazole-3-yl)pyrazole hydrochloride Cl.NC1=NNC=C1C1=NN=C(N1N)N